6-cyano-1-(benzenesulfonyl)-1H-pyrrole C(#N)C1=CC=CC=C1S(=O)(=O)N1C=CC=C1